tert-Butyl 4-methyl-2-[methyl-[3-[[7-(5-methyl-1,2,4-oxadiazol-3-yl)-1-isoquinolyl]amino]azetidine-1-carbonyl]amino]thiazole-5-carboxylate CC=1N=C(SC1C(=O)OC(C)(C)C)N(C(=O)N1CC(C1)NC1=NC=CC2=CC=C(C=C12)C1=NOC(=N1)C)C